(11R)-6-(2,6-dimethylphenyl)-11-isobutyl-2,2-dioxo-12-spiro[3.3]heptan-2-yl-9-oxa-2λ6-thia-3,5,12,19-tetrazatricyclo[12.3.1.14,8]nonadeca-1(18),4(19),5,7,14,16-hexaen-13-one CC1=C(C(=CC=C1)C)C1=NC=2NS(C=3C=CC=C(C(N([C@@H](COC(=C1)N2)CC(C)C)C2CC1(C2)CCC1)=O)C3)(=O)=O